C1=C(C=CC=2SC3=C(C21)C=CC=C3)C3=CC=C(C=C3)NC3=CC=CC=C3 4-(2-dibenzothiophenyl)phenyl-N-phenylamine